ClC1=CC(=NC=C1)[C@H](CC=C)N[S@](=O)C(C)(C)C (R)-N-[(1S)-1-(4-chloropyridin-2-yl)but-3-en-1-yl]-2-methylpropan-2-sulfinamide